5-(1-(2,2-difluoroethyl)-2-methyl-1H-benzo[d]imidazol-6-yl)-N-((3R,4R)-3-fluoro-1-(oxetan-3-yl-3-d)piperidin-4-yl)-4-methoxypyrrolo[2,1-f][1,2,4]triazin-2-amine FC(CN1C(=NC2=C1C=C(C=C2)C=2C=CN1N=C(N=C(C12)OC)N[C@H]1[C@@H](CN(CC1)C1(COC1)[2H])F)C)F